OCCN(CCCCCCCC(=O)OC(CCCCCCCC)CCCCCCCF)CCCCCC(=O)OCCCCCCC(C)C 1-(7-fluoroheptyl)nonyl 8-{(2-hydroxyethyl)[5-(7-methyloctyloxycarbonyl)pentyl]amino}octanoate